2,3-dihydro-1H-pyrrolo[2,3-b]pyridine-5-carbonitrile N1CCC=2C1=NC=C(C2)C#N